5-{3-[2-fluoro-4-(3-{methyl [2-(methylamino) ethyl] amino} prop-1-yn-1-yl) phenoxy] propyl}-1,3-thiazole-4-carboxylate FC1=C(OCCCC2=C(N=CS2)C(=O)[O-])C=CC(=C1)C#CCN(CCNC)C